oxindole N1C(CC2=CC=CC=C12)=O